1-(6-fluoro-[1,2,4]triazolo[4,3-a]pyridin-7-yl)propane-1,3-diol FC=1C(=CC=2N(C1)C=NN2)C(CCO)O